1-({3,4-difluoro-2-[(2-fluoro-4-iodophenyl)amino]phenyl}carbonyl)-3-({[1-(hydroxymethyl)cyclohexyl]amino}methyl)azetidin-3-ol FC=1C(=C(C=CC1F)C(=O)N1CC(C1)(O)CNC1(CCCCC1)CO)NC1=C(C=C(C=C1)I)F